CN1N=CC2=CC=C(C=C12)C(=O)OC methyl 1-methyl-1H-indazole-6-carboxylate